C(C)(=O)[O-].C(C)(=O)[O-].[Na+].[Na+] sodium di-acetate